Nα-Z-Nε-Boc-L-lysine C(=O)(OC(C)(C)C)NCCCC[C@H](N)C(=O)O